2-Azabicyclo[2.2.1]heptan-3-one C12NC(C(CC1)C2)=O